6-(2-Azabicyclo[2.2.1]heptan-2-yl)-N-(2-((R)-4-cyanothiazolidin-3-yl)-2-oxoethyl)-quinoline-4-carboxamide C12N(CC(CC1)C2)C=2C=C1C(=CC=NC1=CC2)C(=O)NCC(=O)N2CSC[C@H]2C#N